1-{[5-(4-chlorobenzamido)-2-[(4-chlorophenyl)methyl]-3-oxo-1,2,4-thiadiazolidin-4-yl]methoxy}-1-oxo-3-phenylpropan-2-aminium trifluoroacetate FC(C(=O)[O-])(F)F.ClC1=CC=C(C(=O)NC2N(C(N(S2)CC2=CC=C(C=C2)Cl)=O)COC(C(CC2=CC=CC=C2)[NH3+])=O)C=C1